CC1(C(N2N(C=3C=CC=CC3C23C(N(C(C3)=O)C3=CC=C(C=C3)[N+](=O)[O-])=O)C1)=O)C 2,2-Dimethyl-1'-(4-nitrophenyl)-2,3-dihydro-1H-spiro[pyrazolo[1,2-a]indazole-9,3'-pyrrolidine]-1,2',5'-trione